di-n-butyltin bis(isooctyl thioglycolate) C(CCCCC(C)C)C(C(=O)[O-])S.C(CCCCC(C)C)C(C(=O)[O-])S.C(CCC)[Sn+2]CCCC